C1(=CC=CC=C1)C=1N=NN(C1)CC1=CC=C(N)C=C1 4-((4-phenyl-1H-1,2,3-triazole-1-yl)methyl)aniline